C(C)(C)(C)OC(C(CC1=CC(=CC=C1)[N+](=O)[O-])OC(=O)N1CCCC1)=O (2-tert-butoxy-1-[(3-nitrophenyl)methyl]-2-oxo-ethyl)pyrrolidine-1-carboxylate